CC=1C(N(C=CC1OCCOCCOCCOCCOCCOC)Cl)(C1(OC2=C(O1)C=CC=C2C2CCNCC2)C)CCl methyl-4-((2,5,8,11,14-pentaoxahexadecan-16-yl)oxy)-2-(chloromethyl)-1-chloro-2-(2-methyl-4-(piperidin-4-yl)benzo[d][1,3]dioxol-2-yl)pyridine